(S)-2-(4-bromo-2-fluorobenzyl)-1-(oxan-2-ylmethyl)-1H-thieno[2,3-d]imidazole-5-carboxylic acid methyl ester COC(=O)C1=CC2=C(N=C(N2C[C@H]2OCCCC2)CC2=C(C=C(C=C2)Br)F)S1